(4-aminophenyl)-N-(2-(dimethylamino)ethyl)-2-(4-(trifluoromethyl)phenyl)Azole-4-carboxamide NC1=CC=C(C=C1)C1=C(NC=C1C(=O)NCCN(C)C)C1=CC=C(C=C1)C(F)(F)F